R-(+)-3-chlorophenyl-propanol ClC=1C=C(C=CC1)[C@@H](CC)O